CCCCCCCC/C=C\\CCCCCCCC(=O)OC[C@H](COP(=O)([O-])OCC[N+](C)(C)C)OC(=O)CCC/C=C\\C/C=C\\C/C=C\\C/C=C\\CCCCC The molecule is a phosphatidylcholine 38:5 in which the two acyl substituents at positions 1 and 2 are specified as oleoyl and arachidonoyl respectively. It has a role as a mouse metabolite. It is a phosphatidylcholine 38:5 and a 1-acyl-2-arachidonoyl-sn-glycero-3-phosphocholine. It derives from an oleic acid.